NC1=C2N=C(N(C2=NC=N1)CCNC(=O)C1CC1)SC=1C=C2CCCC2=CC1I Cyclopropanecarboxylic acid {2-[6-amino-8-(6-iodo-indan-5-ylsulfanyl)-purin-9-yl]-ethyl}-amide